BrC=1C(=NN(N1)C)C1(CCC1)NC(OC(C)(C)C)=O tert-butyl (1-(5-bromo-2-methyl-2H-1,2,3-triazol-4-yl)cyclobutyl)carbamate